ClC1=C(C(=O)NC2=C3C=NN(C3=CC=C2)C2=CC=C(C=C2)C(F)(F)F)C=C(C=C1)CNC(COC)=O 2-Chloro-5-{[(methoxyacetyl)amino]methyl}-N-{1-[4-(trifluoromethyl)phenyl]-1H-indazol-4-yl}benzamide